(S)-1-methylpyrrolidin-3-yl 2-(6-(5-(6-methylpyridin-2-yl)-1H-imidazol-4-yl)quinolin-3-yl)thiazole-5-carboxylate CC1=CC=CC(=N1)C1=C(N=CN1)C=1C=C2C=C(C=NC2=CC1)C=1SC(=CN1)C(=O)O[C@@H]1CN(CC1)C